C(C=C)ONC(C1=C(C(=C(C(=C1)CC1=C(C(=CC=C1)N)F)F)F)NC1=C(C=C(C=C1)I)F)=O N-(allyloxy)-5-(3-amino-2-fluorobenzyl)-3,4-difluoro-2-((2-fluoro-4-iodophenyl)amino)benzamide